1-(4-chlorophenyl)thiourea ClC1=CC=C(C=C1)NC(=S)N